NC1=NC=2C=CC(=CC2C2=C1COC2)C(=O)N(C)[C@H]2COC1=C2C(=CC(=C1)C(F)(F)F)F 4-amino-N-((3R)-4-fluoro-6-(trifluoro-methyl)-2,3-dihydro-1-benzofuran-3-yl)-N-methyl-1,3-dihydrofuro[3,4-c]-quinoline-8-carboxamide